ClC1=C(C=C(C=C1)S(=O)(=O)NC1(CC1)C#N)[N+](=O)[O-] 4-chloro-N-(1-cyanocyclopropyl)-3-nitrobenzenesulfonamide